C1=NC(=CC=2CCCCC12)CO[C@@H]1[C@H]2CN([C@@H](C1)C2)C(=O)OC(C)(C)C |r| Rac-tert-butyl (1R,4R,5S)-5-((5,6,7,8-tetrahydroisoquinolin-3-yl) methoxy)-2-azabicyclo[2.2.1]heptane-2-carboxylate